C(C(=O)O[Si](C(F)(F)F)(C(F)(F)F)C(F)(F)F)(=O)O[Si](C(F)(F)F)(C(F)(F)F)C(F)(F)F bis(tris(trifluoromethyl) silyl) oxalate